2-(trifluoromethyl)-benzonitrile FC(C1=C(C#N)C=CC=C1)(F)F